(R)-2-(4-(4-isopropylpyrazolo[1,5-a]pyridin-2-yl)-1,4,6,7-tetrahydro-5H-imidazo[4,5-c]pyridin-5-yl)-5-(trifluoromethyl)-1,3,4-oxadiazole C(C)(C)C=1C=2N(C=CC1)N=C(C2)[C@@H]2N(CCC1=C2N=CN1)C=1OC(=NN1)C(F)(F)F